2-cyclopropylsulfonyl-pyridine-4-carboxamide C1(CC1)S(=O)(=O)C1=NC=CC(=C1)C(=O)N